CN(CCCC(=O)N(CC1=CC=C(C=C1)NC1=CC=C(C=C1)NC(CC)=O)O)C 4-(Dimethylamino)-N-hydroxy-N-(4-((4-(N-methylacetylamino)phenyl)amino)benzyl)butanamide